tert-butyl ((3R,6S)-6-((2-(5-(4-fluoro-2-(isopropyl(methyl)carbamoyl)phenoxy)pyrimidin-4-yl)-2,7-diazaspiro[3.5]nonan-7-yl)methyl)tetrahydro-2H-pyran-3-yl)carbamate FC1=CC(=C(OC=2C(=NC=NC2)N2CC3(C2)CCN(CC3)C[C@@H]3CC[C@H](CO3)NC(OC(C)(C)C)=O)C=C1)C(N(C)C(C)C)=O